N-{(3R)-4,4-difluoro-1-[5-(2',5,6,6'-tetrafluoro[1,1'-biphenyl]-2-yl)-4,5-dihydro-1,2-oxazol-3-yl]pyrrolidin-3-yl}methanesulfonamide FC1([C@@H](CN(C1)C1=NOC(C1)C1=C(C(=C(C=C1)F)F)C1=C(C=CC=C1F)F)NS(=O)(=O)C)F